FC1(CC2(C1)C[C@@H](N(CC2)CC2=C1C=CNC1=C(C=C2OC)C)C2=CC=C(C=C2)NC(=O)C2CC2)F (R)-N-(4-(2,2-difluoro-7-((5-methoxy-7-methyl-1H-indol-4-yl)methyl)-7-azaspiro[3.5]nonan-6-yl)phenyl)cyclopropanecarboxamide